C(C)O[Si](CCCN=CCCC=C(CC(C)C)C)(OCC)OCC 3-triethoxysilyl-N-(1,3-dimethyl-butylidene(butylidene))propylamine